azelaoyl chloride C(CCCCCCCC(=O)Cl)(=O)Cl